C12C(CC(CC1)CC2)C(C)NS(=O)(=O)C=2C(=C(C(=O)O)C=CC2)C 3-(N-(1-(bicyclo[2.2.2]octan-2-yl)ethyl)sulfamoyl)-2-methylbenzoic acid